[2H][C@](C[2H])(C)C1=CN=C2N1C=C(C=C2NC2CCNCC2)C(F)(F)F |r| 3-(rac-1,2-dideuterio-1-methyl-ethyl)-N-(4-piperidyl)-6-(trifluoromethyl)imidazo[1,2-a]pyridin-8-amine